(6-bromobenzothiazole-2-yl)-1,3-dimethylimidazolidin-2-one BrC1=CC2=C(N=C(S2)C2N(C(N(C2)C)=O)C)C=C1